CN1N=CC=2CC(CCC12)(C)C 1,5,5-trimethyl-4,5,6,7-tetrahydro-1H-indazol